2-([diphenylmethylene]amino)-3-(naphthalen-2-yl)propanoic acid tert-butyl ester C(C)(C)(C)OC(C(CC1=CC2=CC=CC=C2C=C1)N=C(C1=CC=CC=C1)C1=CC=CC=C1)=O